NC1=C(C(=NN1C(C)C)C1=C(C(=C(C=C1)C(C)C(NC1=CC(=NO1)CC(C)(C)C)=O)F)F)C(=O)N 5-Amino-3-[4-(1-[[3-(2,2-dimethylpropyl)-1,2-oxazol-5-yl]carbamoyl]ethyl)-2,3-difluorophenyl]-1-isopropylpyrazole-4-carboxamide